(S)-2-((6-oxo-5-(trifluoromethyl)-1,6-dihydropyridazin-4-yl)amino)propanamide O=C1C(=C(C=NN1)N[C@H](C(=O)N)C)C(F)(F)F